1-[1-(1,4-dioxaspiro[4.5]decan-8-yl)-3-iodo-6,7-dihydro-4H-pyrazolo[4,3-c]pyridin-5-yl]ethanone O1CCOC12CCC(CC2)N2N=C(C=1CN(CCC12)C(C)=O)I